2-(2,4-Bis(trifluoromethyl)phenyl)-N-((5-(5-cyclopropylpyrimidin-2-yl)-1,3,4-oxadiazol-2-yl)methyl)-N-(4-fluorophenyl)acetamide nickel [Ni].FC(C1=C(C=CC(=C1)C(F)(F)F)CC(=O)N(C1=CC=C(C=C1)F)CC=1OC(=NN1)C1=NC=C(C=N1)C1CC1)(F)F